tert-butyl (2S,4R)-2-((1H-1,2,3-triazol-1-yl)methyl)-4-(4-(3-(trifluoromethyl)phenyl)picolinamido)-pyrrolidine-1-carboxylate N1(N=NC=C1)C[C@H]1N(C[C@@H](C1)NC(C1=NC=CC(=C1)C1=CC(=CC=C1)C(F)(F)F)=O)C(=O)OC(C)(C)C